[Br-].O1C(OCC1)CC1=C(C=CC=C1)P(C1=CC=CC=C1)C1=CC=CC=C1 (1,3-dioxolane-2-yl)methyl-triphenyl-phosphine bromide